tert-butyl 1-(2-oxoethyl)-6-azaspiro[2.5]octane-6-carboxylate O=CCC1CC12CCN(CC2)C(=O)OC(C)(C)C